CC=1C=C(C=CC1N=C=O)C1=CC(=C(C=C1)N=C=O)C 3,3'-dimethylbiphenyl-4,4'-diyl diisocyanate